8-cyclopentyl-7-oxo-2-(1,2,3,4-tetrahydroisoquinolin-7-ylamino)pyrido[2,3-d]pyrimidine-6-carbonitrile C1(CCCC1)N1C(C(=CC2=C1N=C(N=C2)NC2=CC=C1CCNCC1=C2)C#N)=O